ethyl 3-(2-methoxyphenyl)-3-oxopropionate COC1=C(C=CC=C1)C(CC(=O)OCC)=O